(3-fluoro-6-methoxypyridin-2-yl)(3-{[2-(4-isopropylphenyl)imidazo[1,2-a]pyrimidin-3-yl]methyl}-3,8-diazabicyclo[3.2.1]oct-8-yl)methanone FC=1C(=NC(=CC1)OC)C(=O)N1C2CN(CC1CC2)CC2=C(N=C1N2C=CC=N1)C1=CC=C(C=C1)C(C)C